2,2-Dimethyl-1-(5-(5-(5-(trifluoromethyl)-1,2,4-oxadiazol-3-yl)thiazol-2-yl)-2,5-diazabicyclo[2.2.1]heptan-2-yl)propan-1-one CC(C(=O)N1C2CN(C(C1)C2)C=2SC(=CN2)C2=NOC(=N2)C(F)(F)F)(C)C